CN1C=NC(=C1)C(=O)NC1=CNC2=CC=C(C=C12)C=1C=NN(C1)C1=CC=C(C=C1)C(F)(F)F 1-methyl-N-(5-{1-[4-(trifluoromethyl)phenyl]-1H-pyrazol-4-yl}-1H-indol-3-yl)-1H-imidazole-4-carboxamide